C1(CC1)CN(C(C1=CC=C(C=C1)C(F)(F)F)=O)C=1C(=C(C(=O)N)C=CC1)F 3-[N-(cyclopropylmethyl)-4-trifluoromethylbenzamido]-2-fluorobenzamide